COC1=CC(=C(C=C1)C1=CC(=NC=C1)C1(CCCCC1)C(=O)N)[N+](=O)[O-] (4-(4-methoxy-2-nitrophenyl)pyridin-2-yl)cyclohexanecarboxamide